tert-butyl-((1S)-2-isothiocyanato-1-methyl-ethoxy)-dimethyl-silane C(C)(C)(C)[Si](C)(C)O[C@H](CN=C=S)C